N1=CC(=CC=C1)C=1C=CC=C2C(=NC=NC12)N[C@H](CN1CCN(CC1)S(=O)(=O)C=1C=C2CCN(C2=CC1)C(C)=O)C 1-[5-({4-[(2S)-2-{[8-(pyridin-3-yl)quinazolin-4-yl]amino}propyl]piperazin-1-yl}sulfonyl)-2,3-dihydro-1H-indol-1-yl]ethan-1-one